C(C1=CC=CC=C1)C=1NC(=NN1)C(=O)NC1=NC=NC(=C1)C1=C(C=CC(=C1)OCCCC(C)(C)O)C 5-benzyl-N-(6-(5-((4-hydroxy-4-methylpentyl)oxy)-2-methylphenyl)pyrimidin-4-yl)-4H-1,2,4-triazole-3-carboxamide